methyl (S)-2-((S)-3-(4-bromothiazol-2-yl)-2-((tert-butoxycarbonyl)amino)propanoyl)-2,3-diazabicyclo[3.1.1]heptane-4-carboxylate BrC=1N=C(SC1)C[C@@H](C(=O)N1C2CC([C@H](N1)C(=O)OC)C2)NC(=O)OC(C)(C)C